N=1C=NN2C1C=C(C=C2)C2=CNC=1N=C(N=C(C12)OC)NC1CCC(CC1)(O)CC (1s,4s)-4-((5-([1,2,4]triazolo[1,5-a]pyridin-7-yl)-4-methoxy-7H-pyrrolo[2,3-d]pyrimidin-2-yl)amino)-1-ethylcyclohexan-1-ol